ClC1=C(C=CC=C1Cl)C1=NC=C2N1C=CN=C2N2CCC(CC2)(C)CN (1-(3-(2,3-dichlorophenyl)imidazo[1,5-a]pyrazin-8-yl)-4-methylpiperidin-4-yl)methylamine